O-acetyl-L-carnitine hydrochloride CC(=O)O[C@H](CC(=O)O)C[N+](C)(C)C.[Cl-]